BrC1=CC(=C(C(=C1)F)CC(=O)O)Cl 2-(4-Bromo-2-chloro-6-fluoro-phenyl)acetic acid